FC=1C=C2C(=C(C=NC2=CC1OC)C#N)N1CCC(CC1)CCS(=O)(=N)C 6-fluoro-7-methoxy-4-(4-(2-(S-methylsulfonimidoyl)ethyl)piperidin-1-yl)quinoline-3-carbonitrile